ClC=1C=C(C=CC1Cl)N 3,4-dichlorophenylamine